(4-(2-hydroxyethoxy)phenyl)fluorene OCCOC1=CC=C(C=C1)C1=CC=CC=2C3=CC=CC=C3CC12